ClC=1C=NC(=NC1)N1CCC(CC1)CCCOC1=CC(=C(C=C1)CC(=O)N1CC2(C1)CN(CC2)C[C@@H]([C@@H]([C@@H](CO)O)O)O)F 2-(4-(3-(1-(5-chloropyrimidin-2-yl)piperidin-4-yl)propoxy)-2-fluorophenyl)-1-(6-((2S,3S,4R)-2,3,4,5-tetrahydroxypentyl)-2,6-diazaspiro[3.4]octan-2-yl)ethan-1-one